2-Propanyl 4-{(3S,5aR,6R,7R,8aS)-7-hydroxy-6-[(1E,3R)-3-hydroxy-4-phenoxy-1-buten-1-yl]octahydro-2H-cyclopenta[b]oxepin-3-yl}butanoate O[C@H]1[C@@H]([C@@H]2[C@@H](OC[C@H](CC2)CCCC(=O)OC(C)C)C1)\C=C\[C@H](COC1=CC=CC=C1)O